4-(chloromethyl)-1-cyclopentyl-2-(trifluoromethyl)benzene ClCC1=CC(=C(C=C1)C1CCCC1)C(F)(F)F